2-CYCLOPROPOXY-6-FORMYL-N-METHYLBENZAMIDE C1(CC1)OC1=C(C(=O)NC)C(=CC=C1)C=O